(1,3,4)-thiadiazole S1C=NN=C1